4-(2,4-difluorophenoxy)-N-[2-(5-methoxy-1H-indol-3-yl)ethyl]-3-(6-methyl-7-oxo-6,7-dihydro-1H-pyrrolo[2,3-c]pyridin-4-yl)benzamide FC1=C(OC2=C(C=C(C(=O)NCCC3=CNC4=CC=C(C=C34)OC)C=C2)C=2C3=C(C(N(C2)C)=O)NC=C3)C=CC(=C1)F